2-(1-(2,6-bis(benzhydryl)-4-tert-butyl-anilino)ethyl)-6-(1-(2,6-diethyl-4-methyl-anilino)ethyl)pyridine C(C1=CC=CC=C1)(C1=CC=CC=C1)C1=C(NC(C)C2=NC(=CC=C2)C(C)NC2=C(C=C(C=C2CC)C)CC)C(=CC(=C1)C(C)(C)C)C(C1=CC=CC=C1)C1=CC=CC=C1